(R)-9-(2,4-difluorophenyl)-5-fluoro-2,7,8,9-tetrahydro-3H-pyrido[4,3,2-de]phthalazin-3-one FC1=C(C=CC(=C1)F)[C@@H]1CNC=2C=3C1=NNC(C3C=C(C2)F)=O